3-(4-(5-(difluoromethyl)-1,3,4-oxadiazole-2-yl)benzyl)-5-fluoro-1-(1-(oxetan-3-yl)piperidine-4-yl)-1,3-dihydro-2H-benzo[d]imidazole-2-one FC(C1=NN=C(O1)C1=CC=C(CN2C(N(C3=C2C=C(C=C3)F)C3CCN(CC3)C3COC3)=O)C=C1)F